1-(2-hydroxyethyl)-N-[3-[5-(1H-indazol-5-ylamino)-1,3,4-thiadiazol-2-yl]phenyl]pyrazole-4-carboxamide OCCN1N=CC(=C1)C(=O)NC1=CC(=CC=C1)C=1SC(=NN1)NC=1C=C2C=NNC2=CC1